tert-butyl (2S,3S,5S)-2-fluoro-3-{[3-(4-fluoro-7-methoxy-2-methyl-1-oxoisoquinolin-6-yl)-1,2,4-triazin-6-yl](methyl)amino}-8-azabicyclo[3.2.1]octane-8-carboxylate F[C@@H]1C2CC[C@@H](C[C@@H]1N(C)C1=CN=C(N=N1)C=1C=C3C(=CN(C(C3=CC1OC)=O)C)F)N2C(=O)OC(C)(C)C